ClC1=CC=C(C=C1)[C@H](CC1=NOC(=N1)C(COC)C=1C(NC(N(C1C)C)=O)=O)O [1-{3-[(2S)-2-(4-chlorophenyl)-2-hydroxyethyl]-1,2,4-oxadiazol-5-yl}-2-methoxyethyl]-1,6-dimethylpyrimidine-2,4-dione